C12CN(CC(N1)C2)C=2OC1=C(N2)C(=CC=C1C=1SC=CN1)N1CCOCC1 2-(3,6-diazabicyclo[3.1.1]heptan-3-yl)-4-morpholino-7-(thiazol-2-yl)benzo[d]oxazole